phosphorol P1C=CC=C1